C(=C)C1=CC=C(C=C1)C(C=O)=O 1-(4-ethenylphenyl)ethan-1,2-dione